ClC=1C(=CC(=NC1)OC)C1=CC(=NN1)C(=O)N1CCC(CC1)C(=O)NCC=1C=C2CN(CC2=CC1)C 1-[5-(5-chloro-2-methoxypyridin-4-yl)-1H-pyrazole-3-carbonyl]-N-[(2-methyl-2,3-dihydro-1H-isoindol-5-yl)methyl]piperidine-4-carboxamide